4-[4-cyano-2-({[(2'R,4S)-7-fluoro-6-(isopropylcarbamoyl)-2,3-dihydrospiro[chromen-4,1'-cyclopropane]-2'-yl]carbonyl}amino)phenyl]butanoic acid C(#N)C1=CC(=C(C=C1)CCCC(=O)O)NC(=O)[C@H]1[C@]2(C1)CCOC1=CC(=C(C=C12)C(NC(C)C)=O)F